tert-butyl 3-iodo-1-methyl-1,4,6,7-tetrahydro-5H-pyrazolo[4,3-c]pyridine-5-carboxylate IC1=NN(C2=C1CN(CC2)C(=O)OC(C)(C)C)C